6-(4-amino-4-(4-chlorophenyl)piperidin-1-yl)-3-bromo-1H-pyrazolo[3,4-d]pyrimidine-4-carbonitrile NC1(CCN(CC1)C1=NC(=C2C(=N1)NN=C2Br)C#N)C2=CC=C(C=C2)Cl